propoxyl-butynediol O(CCC)C(C#CC)(O)O